COC(C1=C(C=CC=C1)N1C(NC2(C1)CCC(CC2)(C2=CC=CC=C2)N(C)C)=O)=O cis-2-(8-dimethylamino-2-oxo-8-phenyl-1,3-diazaspiro[4.5]decan-3-yl)-benzoic acid methyl ester